6-[4-(fluoromethyl)phenyl]-3-oxo-2,3,4,5-tetrahydropyridazine-4-carboxylic acid methyl ester COC(=O)C1C(NN=C(C1)C1=CC=C(C=C1)CF)=O